N=1NN=NC1C1=C(C=CC=C1)N1CCC(CC1)CC=1SC2=C(N1)C=CC=C2 2-[[1-[2-(2H-tetrazol-5-yl)phenyl]-4-piperidyl]-methyl]-1,3-benzo-thiazole